3-(trans-9-((S)-2-aminopropyl)-9-methoxy-2-oxo-1-oxa-3,4-diazaspiro[5.5]undec-4-en-5-yl)-4-bromobenzonitrile hydrochloride Cl.N[C@H](CC1(CCC2(C(=NNC(O2)=O)C=2C=C(C#N)C=CC2Br)CC1)OC)C